BrC=1SC(=CN1)OC(C)C 2-bromo-5-isopropoxylthiazole